(pent-4-enamide) 2-phenylacetate C1(=CC=CC=C1)CC(=O)O.C(CCC=C)(=O)N